(2S,3aS,7aS)-1-[(9H-fluoren-9-ylmethoxy)carbonyl]-octahydro-1H-indole-2-carboxylic acid C1=CC=CC=2C3=CC=CC=C3C(C12)COC(=O)N1[C@@H](C[C@@H]2CCCC[C@H]12)C(=O)O